2-[4-(2-chloro-4-fluoro-phenyl)-2-oxo-chromen-7-yl]oxy-N-cyclopropyl-propionamide ClC1=C(C=CC(=C1)F)C1=CC(OC2=CC(=CC=C12)OC(C(=O)NC1CC1)C)=O